S(=S)(=O)([O-])[O-].[Li+].[Na+] sodium lithium thiosulfate